N7-((8-hydroxy-5-methylquinolin-7-yl)(pyridin-3-yl)methyl)heptanediamide OC=1C(=CC(=C2C=CC=NC12)C)C(NC(CCCCCC(=O)N)=O)C=1C=NC=CC1